3-benzyl-6-(2-chlorobenzyl)-2,3,4,6-tetrahydropyrido[3,4-c][1,8]naphthyridin-5(1H)-one C(C1=CC=CC=C1)N1CC=2C(N(C=3N=CC=CC3C2CC1)CC1=C(C=CC=C1)Cl)=O